NC1=NN2C(N=C(C=C2)C=2C=C3CN(C(C3=C(C2)NS(=O)(=O)C)=O)[C@@H](C)C2CC2)=C1C(=O)NC=1C=NN(C1)CC(F)(F)F 2-amino-5-{2-[(1S)-1-cyclopropylethyl]-7-methanesulfonamido-1-oxo-2,3-dihydro-1H-isoindol-5-yl}-N-[1-(2,2,2-trifluoroethyl)-1H-pyrazol-4-yl]pyrazolo[1,5-a]pyrimidine-3-carboxamide